ClC1=C(C=CC(=C1)C(F)(F)F)N[C@H](C(C)C)C(=O)Cl (2-chloro-4-(trifluoromethyl)phenyl)-D-valinoylchloride